CC1=CC=C(C=C1)CNC(C=C)=O N-(4-Methylphenyl)methylacrylamid